N-octadecyl-2-(3-methoxy-4-(2-propen-1-yloxy)-phenyl)-7-methoxy-3,5-di-(2-propen-1-yloxy)-quinolin-4-one C(CCCCCCCCCCCCCCCCC)N1C(=C(C(C2=C(C=C(C=C12)OC)OCC=C)=O)OCC=C)C1=CC(=C(C=C1)OCC=C)OC